C(C)OC(=O)C1OC2=C(C=3N1C1=C(C3)C(=NC=N1)SC)C=CC=C2 11-(methylthio)-6H-benzo[e]pyrimido[5',4':4,5]pyrrolo[1,2-c][1,3]oxazine-6-carboxylic acid ethyl ester